(S)-1-(3-((tert-butyldimethylsilyl)oxy)pyrrolidine-1-carbonyl)-3-methyl-1H-imidazol-3-ium iodide [I-].[Si](C)(C)(C(C)(C)C)O[C@@H]1CN(CC1)C(=O)N1C=[N+](C=C1)C